3-fluoro-4-((6-methylpyridin-2-yl)oxy)phenyl-7,8-dihydro-6H-imidazo[1',2':1,5]pyrrolopyrrole FC=1C=C(C=CC1OC1=NC(=CC=C1)C)C=1NC2=C(C1)N1C(C2)NCC1